6-(2-methoxy-4-(5-methyl-1,2,4-oxadiazol-3-yl)phenyl)nicotinic acid COC1=C(C=CC(=C1)C1=NOC(=N1)C)C1=NC=C(C(=O)O)C=C1